C(C)C1(CC(=CC=C1)C1=CC=CC=C1)CC 3,3-diethylbiphenyl